1-[(1-acetylpiperidin-4-yl)carbonyl]piperidin C(C)(=O)N1CCC(CC1)C(=O)N1CCCCC1